hydroxyl-pyrazolo[1,5-a]pyridine OC1=NN2C(C=CC=C2)=C1